r-butyl (S)-2-(((t-butyldiphenylsilyl)oxy)methyl)-4-oxopyrrolidine-1-carboxylate [Si](C1=CC=CC=C1)(C1=CC=CC=C1)(C(C)(C)C)OC[C@H]1N(CC(C1)=O)C(=O)OCCCC